3-(3-(4'-(diphenylamino)-[1,1'-biphenyl]-4-yl)imidazo[1,5-a]pyridin-1-yl)-1-methylpyridin-1-ium C1(=CC=CC=C1)N(C1=CC=C(C=C1)C1=CC=C(C=C1)C1=NC(=C2N1C=CC=C2)C=2C=[N+](C=CC2)C)C2=CC=CC=C2